ClC1=CC=C(NC2=CC3=NC4=CC=CC=C4N(C3=CC2=NC2CCCCC2)C2=CC=C(C=C2)Cl)C=C1 2-(p-chloroanilino)-3-cyclohexylImino-5-(p-chlorophenyl)-3,5-dihydro-phenazine